3-methyl-2-oxo-piperazine CC1C(NCCN1)=O